FC=1C=C(C=C(C1F)F)C=1N=NN(C1)[C@@H]1[C@H]([C@@H](SC=2C(=NC=C(C2)Cl)C(N(C)C)=O)O[C@@H]([C@@H]1O)CO)OC 5-Chloro-2-(N,N-dimethylcarbamoyl)-3-pyridyl 3-deoxy-3-[4-(3,4,5-trifluorophenyl)-1H-1,2,3-triazol-1-yl]-2-O-methyl-1-thio-α-D-galactopyranoside